C(#N)CC1=CC=C(C=C1)C1(CC1)C(=O)O 1-(4-(cyanomethyl)phenyl)cyclopropane-1-carboxylic acid